tert-butyl (3-(methoxy(methyl)amino)-3-oxopropyl)(methyl)carbamate CON(C(CCN(C(OC(C)(C)C)=O)C)=O)C